C1CCOS1(=O)=O 1,3-propanesultone